(E)-N-ethyl-3-(4-fluorophenyl)-N-(thiophen-2-ylmethyl)acrylamide C(C)N(C(\C=C\C1=CC=C(C=C1)F)=O)CC=1SC=CC1